N[C@H]1CS(C2=C(N(C1=O)CC1=CC=C(C=C1)Cl)C=C(C(=C2)F)C=2OC(=NN2)NCC(F)(F)F)(=O)=O (3R)-3-amino-5-[(4-chlorophenyl)methyl]-8-fluoro-1,1-dioxo-7-[5-(2,2,2-trifluoroethylamino)-1,3,4-oxadiazol-2-yl]-2,3-dihydro-1λ6,5-benzothiazepin-4-one